((3,5-difluoro-3'-(methoxy-d3)-[1,1'-biphenyl]-4-yl)carbamoyl)thiophene-2-carboxylic acid FC=1C=C(C=C(C1NC(=O)C1=C(SC=C1)C(=O)O)F)C1=CC(=CC=C1)OC([2H])([2H])[2H]